ClC=1C(=C(C(=CC1)N1N=NC(=C1)Cl)C1=CC(=NC=N1)O)F 6-(3-chloro-6-(4-chloro-1H-1,2,3-triazol-1-yl)-2-fluorophenyl)pyrimidin-4-ol